N1CC(CCC1)O (e)-piperidin-3-ol